COCCOCCOC=1C=CC2=C(OC(OC2=O)(C)C)C1 7-(2-(2-methoxyethoxy)ethoxy)-2,2-dimethyl-4H-benzo[d][1,3]dioxin-4-one